Ethyl (E)-4,4,4-trifluoro-2-(hydroxyimino)-3-oxobutanoate FC(C(\C(\C(=O)OCC)=N/O)=O)(F)F